(R)-N-(8,9-difluoro-6-oxo-1,2,3,4,5,6-hexahydrobenzo[c][1,7]naphthyridin-1-yl)-4-(difluoromethyl)-5-fluoro-N-methyl-1H-indole-2-carboxamide FC=1C(=CC2=C(C(NC=3CNC[C@@H](C23)N(C(=O)C=2NC3=CC=C(C(=C3C2)C(F)F)F)C)=O)C1)F